(2Z,4E,6E,8E)-9-(3-(1H-imidazol-1-yl)-2,6,6-trimethylcyclohex-1-en-1-yl)-N-(3-fluorobenzyl)-3,7-dimethylnona-2,4,6,8-tetraenamide N1(C=NC=C1)C1C(=C(C(CC1)(C)C)/C=C/C(=C/C=C/C(=C\C(=O)NCC1=CC(=CC=C1)F)/C)/C)C